ClC=1C(=C(C=CC1)NN1C(=CC=2C(NCCC21)=O)C2=CC=NC1=CC=C(N=C21)OC2CCC2)OC [(3-chloro-2-methoxyphenyl)amino]-2-(6-cyclobutoxy-1,5-naphthyridin-4-yl)-1H,5H,6H,7H-pyrrolo[3,2-c]pyridin-4-one